Benzyl rel-(1R,7S)-1-(((benzyloxy)carbonyl)amino)-3-azabicyclo[5.1.0]oct-5-ene-3-carboxylate C(C1=CC=CC=C1)OC(=O)N[C@]12CN(CC=C[C@@H]2C1)C(=O)OCC1=CC=CC=C1 |o1:11,17|